BrC=1C=C(C=C2C(N(C(=NC12)C1=CC=C(C#N)C=C1)C)=O)C 4-(8-bromo-3,6-dimethyl-4-oxo-3,4-dihydroquinazolin-2-yl)benzonitrile